trimethylsilyl-(S)-benzyl-(3-((tert-butoxycarbonyl)amino)-5-methyl-2-oxohexyl)sulfamic acid C[Si](C)(C)C(C1=CC=CC=C1)N(S(O)(=O)=O)CC([C@H](CC(C)C)NC(=O)OC(C)(C)C)=O